zinc(II) L-lactate C([C@@H](O)C)(=O)[O-].[Zn+2].C([C@@H](O)C)(=O)[O-]